ClC=1C=CC2=C(N=C(O2)C2CC3(CC(C3)NC(=O)C3CN(CC3)S(=O)(=O)CCC)C2)C1 N-[6-(5-chloro-1,3-benzoxazol-2-yl)spiro[3.3]heptan-2-yl]-1-propylsulfonyl-pyrrolidine-3-carboxamide